isononyl alpha-cyanoacrylate C(#N)C(C(=O)OCCCCCCC(C)C)=C